3-(1-amino-1-(3,3-difluorocyclobutyl)ethyl)-1-methyl-1H-pyrazolo[3,4-c]pyridine NC(C)(C1CC(C1)(F)F)C1=NN(C2=CN=CC=C21)C